(R)-(4-(7-(difluoromethyl)pyrazolo[1,5-a]pyridin-2-yl)-6,7-dihydro-1H-imidazo[4,5-c]pyridin-5(4H)-yl)(5-(1-methyl-1H-pyrazol-3-yl)-1,3,4-oxadiazol-2-yl)methanone FC(C1=CC=CC=2N1N=C(C2)[C@@H]2N(CCC1=C2N=CN1)C(=O)C=1OC(=NN1)C1=NN(C=C1)C)F